furan-2-yl(2-(pyrrolidin-1-yl)-4,5-dihydro-1H-imidazol-1-yl)methanon O1C(=CC=C1)C(=O)N1C(=NCC1)N1CCCC1